methyl (Z)-2-[5-[4-(difluoromethyl) cyclohexen-1-yl]-2-methyl-phenoxy]-3-methoxy-prop-2-enoate FC(C1CC=C(CC1)C=1C=CC(=C(O\C(\C(=O)OC)=C/OC)C1)C)F